2,2-difluorocyclopropan-1-carboxamide FC1(C(C1)C(=O)N)F